O1C(OCC1)C1=C(C=CC=C1OCC1=CC=C(C=C1)OC)/C=C/C(=O)OC methyl (E)-3-(2-(1,3-dioxolan-2-yl)-3-((4-methoxybenzyl)oxy) phenyl)acrylate